C1(CC1)N(C(OC(C)(C)C)=O)[C@H]1CN(CC1)C1=NC=C(N=C1)C(NC1=CC2=CN(N=C2C=C1O)C)=O tert-Butyl N-cyclopropyl-N-[(3R)-1-[5-[(6-hydroxy-2-methyl-indazol-5-yl)carbamoyl]pyrazin-2-yl]pyrrolidin-3-yl]carbamate